1-((1-propenoylazetidin-3-yl)methyl)-7-chloro-4-(2-(dimethylamino)ethyl)-6-(3-hydroxynaphthalen-1-yl)quinoxaline-2,3(1h,4h)-dione C(C=C)(=O)N1CC(C1)CN1C(C(N(C2=CC(=C(C=C12)Cl)C1=CC(=CC2=CC=CC=C12)O)CCN(C)C)=O)=O